FC=1C=C(C=C(C1)F)NC(=O)C=1C=C2C(=NNC2=CC1)C=CC1=NC=CC=C1 N-(3,5-difluorophenyl)-3-(2-(pyridin-2-yl)vinyl)-1H-indazole-5-amide